C(C)[N+](CC)(CC)CC.NC1=C(C(=O)[O-])C=CC=C1 aminobenzoic acid tetraethyl-ammonium salt